2-butyl-6-(3-(4-fluorophenyl)-1,2,4-oxadiazol-5-yl)pyridazin-3(2H)-one C(CCC)N1N=C(C=CC1=O)C1=NC(=NO1)C1=CC=C(C=C1)F